C1(=C(C=CC=C1)C=1NC2=CC=C(C=C2C1)C#N)C 2-(o-tolyl)-1H-indole-5-carbonitrile